COC=1C=C2CCN(C(C2=CC1NC=1N=NC(=C(N1)NC1=C(C=CC=C1)C(C)OC)C(=O)N)C)C ((6-methoxy-1,2-dimethyl-1,2,3,4-tetrahydroisoquinolin-7-yl)amino)-5-((2-(1-methoxyethyl)phenyl)amino)-1,2,4-triazine-6-carboxamide